OCCOCC[NH3+] 2-(2-hydroxyeth-1-oxy)ethan-1-ylammonium